1-(tert-butyl) 4-methyl 2-ethylidenesuccinate C(C)=C(C(=O)OC(C)(C)C)CC(=O)OC